Tert-butyl 4-(4,4,5,5-tetramethyl-1,3,2-dioxaborolan-2-yl)-2,3-dihydroindole-1-carboxylate CC1(OB(OC1(C)C)C1=C2CCN(C2=CC=C1)C(=O)OC(C)(C)C)C